2-(2-(difluoromethoxy)-7-methylquinoxalin-5-yl)-7-(2-methoxyethoxy)benzo[d]thiazole FC(OC1=NC2=CC(=CC(=C2N=C1)C=1SC2=C(N1)C=CC=C2OCCOC)C)F